triacontanecarboxylic acid C(CCCCCCCCCCCCCCCCCCCCCCCCCCCCC)C(=O)O